1-(4-(difluoromethoxy)phenyl)-3-methylbutan-1-one FC(OC1=CC=C(C=C1)C(CC(C)C)=O)F